C(C)(C)(C)OC(=O)N1C(CC[C@@H](C1)C)C=1C=C2CC3(C(N(C2=CC1)C)=O)CC3 (5S)-5-methyl-2-(1'-methyl-2'-oxo-1',4'-dihydro-2'H-spiro[cyclopropane-1,3'-quinoline]-6'-yl)piperidin-1-carboxylic acid tert-butyl ester